C(#N)C(=CC1=C(N(C(=C1)C)C=1OC(=C(C1C#N)C)C)C)C1=NC2=C(N1)C=C(C(=C2)OC)OC 2-(3-(2-cyano-2-(5,6-dimethoxy-1H-benzo[d]imidazol-2-yl)vinyl)-2,5-dimethyl-1H-pyrrol-1-yl)-4,5-dimethylfuran-3-carbonitrile